FC=1C=C(C=CC1OC)S(/C=C/CNC(=O)C=1C(NC=2CCN(CC2C1)C(=O)OC(C)(C)C)=O)(=O)=N tert-butyl 3-{[(2E)-3-[(3-fluoro-4-methoxyphenyl)(imino)oxo-λ6-sulfanyl]prop-2-en-1-yl]carbamoyl}-2-oxo-1,2,5,6,7,8-hexahydro-1,6-naphthyridine-6-carboxylate